4,4'-((2,5-dibromo-1,3-phenylene)bis(oxy))bis(methylbenzene) BrC1=C(C=C(C=C1OC1=CC=C(C=C1)C)Br)OC1=CC=C(C=C1)C